4-fluoro-1-(5-fluoro-2-(5-fluoro-1H-pyrrolo[2,3-b]pyridin-3-yl)pyrimidin-4-yl)pyrrolidine-2-carboxylic acid FC1CC(N(C1)C1=NC(=NC=C1F)C1=CNC2=NC=C(C=C21)F)C(=O)O